5,6-dimethylindene CC=1C=C2C=CCC2=CC1C